2-(4-(4-(benzyloxy)-3-fluoro-5-methoxyphenyl)-3-methyl-2-oxo-6-(trifluoromethoxy)-2,3-dihydro-1H-benzo[d]imidazol-1-yl)-N-(4-fluorophenyl)acetamide C(C1=CC=CC=C1)OC1=C(C=C(C=C1OC)C1=CC(=CC=2N(C(N(C21)C)=O)CC(=O)NC2=CC=C(C=C2)F)OC(F)(F)F)F